C(=C)C1=CC=C(C=C1)N(C)C N-4-vinyl-phenyl-N,N-dimethylamine